ClC=1C=C(C=C(C1)NS(=O)(=O)C)NC(=O)C1=CN(C(=C1)C1=NC=C(C=N1)OC1CN(C1)C)CC(F)F N-(3-chloro-5-(methylsulfonamido)phenyl)-1-(2,2-difluoroethyl)-5-(5-((1-methylazetidin-3-yl)oxy)pyrimidin-2-yl)-1H-pyrrole-3-carboxamide